1-(4-((4-((2-fluoro-4-((2-(4-methylpiperazin-1-yl)pyridin-4-yl)oxy)phenyl)amino)-7-methoxyquinazolin-6-yl)amino)piperidin-1-yl)prop-2-en-1-one FC1=C(C=CC(=C1)OC1=CC(=NC=C1)N1CCN(CC1)C)NC1=NC=NC2=CC(=C(C=C12)NC1CCN(CC1)C(C=C)=O)OC